C(O)(O)=O.[N+](=O)([O-])C1=CC=C(C=C1)O.[N+](=O)([O-])C1=CC=C(C=C1)O bis(4-nitrophenol) carbonate